OC(=O)C(F)(F)F.FC1=CC=C(C=C1)C1C(C1)NCC1=CC=C(C(=O)NCCCCCCC(=O)NO)C=C1 4-(((2-(4-fluorophenyl)cyclopropyl)amino)methyl)-N-(7-(hydroxyamino)-7-oxoheptyl)benzamide TFA salt